N-(5-(3-(3,3-dimethylbutoxy)-5-fluorophenyl)-4-(2,6-dimethylphenyl)thiazol-2-yl)benzenesulfonamide CC(CCOC=1C=C(C=C(C1)F)C1=C(N=C(S1)NS(=O)(=O)C1=CC=CC=C1)C1=C(C=CC=C1C)C)(C)C